(2-((6-chloro-5-iodopyrimidin-4-yl)amino)-2-methylpropyl)carbamic acid tert-butyl ester C(C)(C)(C)OC(NCC(C)(C)NC1=NC=NC(=C1I)Cl)=O